[Si](C)(C)(C(C)(C)C)OC=1C=C2C(=NN(C2=CC1)C1OCCCC1)C1=NC(=NC=C1)O[C@@H](CCOC[C@@H](C)O)C (2R)-1-[(3R)-3-[4-[5-[tert-butyl(dimethyl)silyl]oxy-1-tetrahydropyran-2-yl-indazol-3-yl]pyrimidin-2-yl]oxybutoxy]propan-2-ol